(S)-3-(4-((2-(2-(hydroxymethyl)pyrrolidin-1-yl)pyrrolo[2,1-f][1,2,4]triazin-4-yl)amino)-1H-imidazol-1-yl)-5-methoxy-N-methylbenzamide OC[C@H]1N(CCC1)C1=NN2C(C(=N1)NC=1N=CN(C1)C=1C=C(C(=O)NC)C=C(C1)OC)=CC=C2